NC1C=2C=CC=C(C2CC12CCNCC2)C#N 1-amino-1,3-dihydrospiro[indene-2,4'-piperidine]-4-carbonitrile